P-(4-(5-(chlorodifluoromethyl)-1,2,4-oxadiazol-3-yl)-2-fluorophenyl)-N-(2-chlorophenyl)-P-methylphosphinic amide ClC(C1=NC(=NO1)C1=CC(=C(C=C1)P(NC1=C(C=CC=C1)Cl)(=O)C)F)(F)F